(2S)-3-fluoropropane-1,2-diol FC[C@H](CO)O